CC=1C(=NC=C(C(=O)NC2=CC(=CC=C2)[C@H](C)NC=2N=C3C(=NC2)NC=C3C=3C=NN(C3)C)C1)C(F)(F)F (S)-5-methyl-N-(3-(1-((7-(1-methyl-1H-pyrazol-4-yl)-5H-pyrrolo[2,3-b]pyrazin-2-yl)amino)ethyl)phenyl)-6-(trifluoromethyl)nicotinamide